ClC1=C(C(=CC2=C1N=C(S2)C2=C1N=CC(=NC1=CC(=C2)C)COC)OC)C 4-chloro-6-methoxy-2-(2-(methoxymethyl)-7-methylquinoxalin-5-yl)-5-methylbenzo[d]Thiazole